3-[2-(difluoromethoxy)-3-fluoroanilino]-2-[3-(2-methoxy-2-methylpropoxy)pyridin-4-yl]-1,5,6,7-tetrahydro-4H-pyrrolo[3,2-c]pyridin-4-one hydrogen chloride Cl.FC(OC1=C(NC2=C(NC3=C2C(NCC3)=O)C3=C(C=NC=C3)OCC(C)(C)OC)C=CC=C1F)F